Racemic-1-(1-(7,8-difluoro-1-oxo-1,2-dihydroisoquinolin-4-yl)ethyl)-3-(3,4-difluorobenzyl)-1-methylurea FC1=CC=C2C(=CNC(C2=C1F)=O)[C@@H](C)N(C(=O)NCC1=CC(=C(C=C1)F)F)C |r|